C(CCCC)C1=C(C=CC(=C1)CCCCC)O 2,4-dipentylphenol